6-chloro-2-isopropyl-2H-indazole ClC=1C=CC2=CN(N=C2C1)C(C)C